3-(naphthalen-2-yloxy)propionitrile C1=C(C=CC2=CC=CC=C12)OCCC#N